NC1=NC=C(C2=C1COC2)NC(C(=O)N(C(C)C=2N=CSC2)CC=2C=CC1=C(N=CS1)C2)=O N1-(4-amino-1,3-dihydrofuro[3,4-c]pyridin-7-yl)-N2-(benzo[d]thiazol-5-ylmethyl)-N2-(1-(thiazol-4-yl)ethyl)oxalamide